C1(=CC=CC=C1)C=1N=NNC1 PHENYLTRIAZOL